(5-methoxyquinolin-3-yl)methanone COC1=C2C=C(C=NC2=CC=C1)C=O